C[C@@H]1CN(C(=CC1)C=1C=CC2=C(N=C(S2)C2CC(C2)C2CN(C2)C)C1)C(=O)OC(C)(C)C (S)-tert-butyl 3-methyl-6-(2-(3-(1-methylazetidin-3-yl)cyclobutyl)benzo[d]thiazol-5-yl)-3,4-dihydropyridine-1(2H)-carboxylate